C1(CCCC1)N1C(=CC2=C1N=C(N=C2)NC2=NC=C(C=C2)N2CCN(CC2)C[C@@H]2CNCCO2)C(=O)N(C)C 7-cyclopentyl-N,N-dimethyl-2-[[5-[4-[[(2S)-morpholin-2-yl]-methyl]piperazin-1-yl]-2-pyridinyl]amino]pyrrolo[2,3-d]pyrimidine-6-carboxamide